1-[6-(2-aminoethylamino)-6-oxohexyl]-3,3-dimethyl-indoline-5-sulphonate NCCNC(CCCCCN1CC(C2=CC(=CC=C12)S(=O)(=O)[O-])(C)C)=O